C1=C(C=CC=2SC3=CC=C(C=C3SC12)COC1=C(C2=CC=CC=C2C=C1)C1=C(C=CC2=CC=CC=C12)OCCO)COC1=C(C2=CC=CC=C2C=C1)C1=C(C=CC2=CC=CC=C12)OCCO 2,2'-[thianthrene-2,8-diylbis(methyleneoxy[1,1'-binaphthalene]-2',2-diyloxy)]di(ethan-1-ol)